5-(2-chlorobenzoyl)amino-3-(1-isopropylpiperidin-4-yl)-1H-indole ClC1=C(C(=O)NC=2C=C3C(=CNC3=CC2)C2CCN(CC2)C(C)C)C=CC=C1